1-(4-(((1S,3S)-3-((3H-Imidazo[4,5-b]pyridin-2-yl)amino)cyclopentyl)amino)phenyl)pyridin-2(1H)-one N1=C(NC2=NC=CC=C21)N[C@@H]2C[C@H](CC2)NC2=CC=C(C=C2)N2C(C=CC=C2)=O